C1CCN(C1)CC2=CC=CC(=C2)CNCC3=CC=C(C=C3)C#N 4-({[3-(1-pyrrolidinylmethyl)benzyl]amino}methyl)benzonitrile